(4-((2,3-Dihydrobenzo[b][1,4]dioxin-6-yl)oxy)piperidin-1-yl)-9-methoxy-8-methyl-4H-pyrimido[1,2-b]pyridazin-4-one O1C2=C(OCC1)C=C(C=C2)OC2CCN(CC2)C=2N=C1N(N=CC(=C1OC)C)C(C2)=O